2-(6'-Bromo-5'-fluoro-1',3'-dioxospiro[cyclopropan-1,4'-isoquinolin]-2'-yl)-N-(5-fluoropyrimidin-2-yl)propanamide BrC=1C(=C2C3(C(N(C(C2=CC1)=O)C(C(=O)NC1=NC=C(C=N1)F)C)=O)CC3)F